2-allyl-1-(8-hydroxy-8-methyl-5,6,7,8-tetrahydroquinolin-2-yl)-6-((4-(4-methylpiperazin-1-yl)phenyl)amino)-1,2-dihydro-3H-pyrazolo[3,4-d]Pyrimidin-3-one C(C=C)N1N(C2=NC(=NC=C2C1=O)NC1=CC=C(C=C1)N1CCN(CC1)C)C1=NC=2C(CCCC2C=C1)(C)O